(2S,5R)-6-[tert-butyl-(dimethyl)silyl]oxy-N-(cyclopropylmethoxy)-3-methyl-7-oxo-1,6-diazabicyclo[3.2.1]oct-3-ene-2-carboxamide C(C)(C)(C)[Si](ON1[C@@H]2C=C([C@H](N(C1=O)C2)C(=O)NOCC2CC2)C)(C)C